OCCN1CCN(CC1)CCS(=O)(=O)O 4-(2-hydroxyethyl)-1-piperazinethanesulfonic acid